3-Propiolactone C1(CCO1)=O